FC1=CC(=C(C=N1)C=1C=NC=2CCN(CC2C1)C1=C(C=C(C=N1)C(=O)NCC=1SC=CN1)C)C 6-[3-(6-fluoro-4-methyl-3-pyridyl)-7,8-dihydro-5H-1,6-naphthyridin-6-yl]-5-methyl-N-(thiazol-2-ylmethyl)pyridine-3-carboxamide